FC1=CC=C2CC(N(C2=C1CNCCC1CN(C(O1)=O)C=1C=CC=2OCC(NC2N1)=O)C)=O 6-(5-(2-(((6-Fluoro-1-methyl-2-oxoindolin-7-yl)methyl)amino)ethyl)-2-oxooxazolidin-3-yl)-2H-pyrido[3,2-b][1,4]oxazin-3(4H)-on